NC1=NC(=CC(=N1)N1CCC2(C[C@H](NC2)C(=O)OCC)CC1)O[C@@H](C(F)(F)F)C1=C(C=C(C=C1)Cl)C1=CC=CC=C1 (S)-ethyl 8-(2-amino-6-((R)-1-(5-chloro-[1,1'-biphenyl]-2-yl)-2,2,2-trifluoroethoxy)pyrimidin-4-yl)-2,8-diazaspiro[4.5]decane-3-carboxylate